Benzyl (1S)-1-[4-(3-chloro-2-fluoro-anilino)quinazolin-6-yl]-3-azabicyclo[4.1.0]heptane-3-carboxylate ClC=1C(=C(NC2=NC=NC3=CC=C(C=C23)[C@]23CN(CCC3C2)C(=O)OCC2=CC=CC=C2)C=CC1)F